C1(=CC=CC=C1)NC1=CC=CC=C1 N,N-Diphenylamin